BrC=1C=NN2C1C(CCCC2)O[Si](C)(C)C(C)(C)C 3-bromo-4-((tert-butyldimethylsilyl)oxy)-5,6,7,8-tetrahydro-4H-pyrazolo[1,5-a]azepine